C(C)C=1C=C(C=C(C1OC1=CC=NC=2NC(CCC12)=O)F)N1C(N(CC1=O)C=1C=NC=C(C1)C(F)(F)F)=O 3-{3-ethyl-5-fluoro-4-[(7-oxo-5,6,7,8-tetrahydro-1,8-naphthyridin-4-yl)oxy]phenyl}-1-[5-(trifluoromethyl)-3-pyridinyl]-2,4-imidazolidinedione